IC=1C=CC2=C(C(=CO2)N2C(NC(CC2)=O)=O)C1 1-(5-iodobenzofuran-3-yl)dihydropyrimidine-2,4(1H,3H)-dione